imino-urea N=NC(=O)N